ClC1=C(C=C(C(=C1)F)C1=CC(=NC(=C1)OC)Cl)C1=NOC(C1)(C(=O)OCC)C Ethyl 3-[2-chloro-5-(2-chloro-6-methoxy-4-pyridyl)-4-fluoro-phenyl]-5-methyl-4H-isoxazole-5-carboxylate